FC1=C(CNC2=NC(=NC=C2C(=O)N)NC=2C=NN(C2)C(C)C)C(=CC=C1)F 4-((2,6-difluorobenzyl)amino)-2-((1-isopropyl-1H-pyrazol-4-yl)amino)pyrimidin-5-carboxamide